N-(3-((6-amino-5-(5-methoxypyridin-3-yl)pyrimidin-4-yl)oxy)phenyl)acrylamide NC1=C(C(=NC=N1)OC=1C=C(C=CC1)NC(C=C)=O)C=1C=NC=C(C1)OC